N-[(3R,4R)-4-[4-(2-fluoro-6-hydroxy-3-methoxybenzoyl)benzamido]pyrrolidin-3-yl]pyridine-3-carboxamide FC1=C(C(=O)C2=CC=C(C(=O)N[C@H]3[C@@H](CNC3)NC(=O)C=3C=NC=CC3)C=C2)C(=CC=C1OC)O